BrC=1C=C(CN2CC=3C(N(C=4N=CC=CC4C3CC2)CC2=CC=C(C=C2)Cl)=O)C=CC1 3-(3-bromobenzyl)-6-(4-chlorobenzyl)-2,3,4,6-tetrahydropyrido[3,4-c][1,8]naphthyridin-5(1H)-one